(3R)-3-amino-7-[5-(3-azabicyclo[3.1.1]heptan-1-yl)-1,3,4-oxadiazol-2-yl]-5-[(4-chlorophenyl)methyl]-8-fluoro-1,1-dioxo-2,3-dihydro-1λ6,5-benzothiazepin-4-one N[C@H]1CS(C2=C(N(C1=O)CC1=CC=C(C=C1)Cl)C=C(C(=C2)F)C=2OC(=NN2)C21CNCC(C2)C1)(=O)=O